NC1=NC=C(C=C1O[C@H](C)C=1C=C(C=CC1)NC(C1=CC(=CC=C1)C(F)(F)F)=O)C=1C=NN(C1)C (R)-N-(3-(1-((2-Amino-5-(1-methyl-1H-pyrazol-4-yl)pyridin-3-yl)oxy)ethyl)phenyl)-3-(trifluoromethyl)benzamid